5-(7-(difluoromethyl)-6-(1-methyl-1H-pyrazol-4-yl)-3,4-dihydroquinolin-1(2H)-yl)-7-methyl-1-((2-(trimethylsilyl)ethoxy)methyl)-1H-pyrrolo[2,3-c]pyridine-3-carboxylic acid FC(C1=C(C=C2CCCN(C2=C1)C=1C=C2C(=C(N1)C)N(C=C2C(=O)O)COCC[Si](C)(C)C)C=2C=NN(C2)C)F